CC\\1=C(C2=C(/C1=C\\C3=CC=C(C=C3)S(=O)C)C=CC(=C2)F)CC(=O)O The molecule is a monocarboxylic acid that is 1-benzylidene-1H-indene which is substituted at positions 2, 3, and 5 by methyl, carboxymethyl, and fluorine respectively, and in which the phenyl group of the benzylidene moiety is substituted at the para position by a methylsulfinyl group. It is a prodrug for the corresponding sulfide, a non-steroidal anti-inflammatory drug, used particularly in the treatment of acute and chronic inflammatory conditions. It has a role as a non-steroidal anti-inflammatory drug, an EC 1.14.99.1 (prostaglandin-endoperoxide synthase) inhibitor, an antineoplastic agent, a non-narcotic analgesic, an antipyretic, an analgesic, a prodrug, a tocolytic agent and an apoptosis inducer. It is a sulfoxide, a monocarboxylic acid and an organofluorine compound. It derives from an acetic acid.